C(#N)C1(CC1)NC(C(F)(F)C=1C=C(C(=O)NC2=CC(=C(C=C2)F)C)C=CC1F)=O 3-(2-((1-cyanocyclopropyl)amino)-1,1-difluoro-2-oxoethyl)-4-fluoro-N-(4-fluoro-3-methylphenyl)benzamide